2'-{[(naphthalen-2-yl)methylene]bis[(naphthalene-1,2-diyl)oxy-ethane-2,1-diyloxy[1,1'-binaphthalene]-2',2-diyloxy]}di(ethan-1-ol) C1=C(C=CC2=CC=CC=C12)C(C1=C(C=CC2=CC=CC=C12)OCCOC1=C(C2=CC=CC=C2C=C1)C1=C(C=CC2=CC=CC=C12)OCCO)C1=C(C=CC2=CC=CC=C12)OCCOC1=C(C2=CC=CC=C2C=C1)C1=C(C=CC2=CC=CC=C12)OCCO